C(C)C1=C(C=CC=C1)C1=C2C(=NC=C1)C=C(S2)C(=O)O 7-(2-ethylphenyl)thieno[3,2-b]Pyridine-2-carboxylic acid